(S)-N-(methyl-d3)-6-(3-methylureido)-4-((2,4,5-trimethyl-4,5-dihydro-2H-[1,2,3]triazolo[4,5-c][1,7]naphthyridin-6-yl)amino)pyridazine-3-carboxamide C(NC(=O)C=1N=NC(=CC1NC1=NC=CC=2C=3C([C@@H](N(C12)C)C)=NN(N3)C)NC(=O)NC)([2H])([2H])[2H]